[1-[2-[4-[3-[1-(5-chloropyrimidin-2-yl)-4-piperidinyl]propoxy]-2,6-difluoro-phenyl]acetyl]azetidin-3-yl]acetic acid ClC=1C=NC(=NC1)N1CCC(CC1)CCCOC1=CC(=C(C(=C1)F)CC(=O)N1CC(C1)CC(=O)O)F